C(C)N(CC)[Si](C1=CC=C(C=C)C=C1)(CC)CC 4-((N,N-diethylamino)diethylsilyl)styrene